rac-(1S*,2S*)-N-(5-((4-((1H-pyrazol-1-yl)methyl)benzyl)oxy)pyridazin-3-yl)-2-(1-(4-methoxybenzyl)-1H-pyrazol-4-yl)cyclopropane-1-carboxamide N1(N=CC=C1)CC1=CC=C(COC=2C=C(N=NC2)NC(=O)[C@@H]2[C@H](C2)C=2C=NN(C2)CC2=CC=C(C=C2)OC)C=C1 |r|